C(C)(C)(C)C1=CC=C(C=C1)C(\C=C\C1=CC=CC=C1)=O (E)-1-(4-(tert-butyl)phenyl)-3-phenylprop-2-en-1-one